ClC=1C=C(C=CC1Cl)C=1N=C(SC1CC(C)C)N1C(C(C1)NC(OCC)=O)=O ethyl 1-(4-(3,4-dichlorophenyl)-5-isobutylthiazol-2-yl)-2-oxoazetidin-3-ylcarbamate